N1(CCC1)C1=NC=C(C=N1)CN1N=C(N=C1)C(=O)OC methyl 1-((2-(azetidin-1-yl)pyrimidin-5-yl)methyl)-1H-1,2,4-triazole-3-carboxylate